BrC1=CC=C(S1)C(C)NC1=NC(=NC2=CC=C(C=C12)NCCN1CCOCC1)C N4-[1-(5-bromo-2-thienyl)ethyl]-2-methyl-N6-[2-(morpholin-4-yl)ethyl]-quinazoline-4,6-diamine